6-bromo-2-(4-methoxybenzyl)-3,4-dihydro-2H-benzo[E][1,2]thiazine BrC=1C=CC2=C(CCN(S2)CC2=CC=C(C=C2)OC)C1